CN1N=C2C(=CC(=CC2=C1)C1=CC2=C(N=C(S2)C2CCNCC2)C=C1)C#N 2-Methyl-5-[2-(piperidin-4-yl)-1,3-benzothiazol-6-yl]-2H-indazol-7-carbonitril